CC=1C=C(OC2=CC=C(N)C=C2)C=CC1C 4-(3,4-dimethylphenoxy)aniline